ClC=1C(=NC=CC1B(O)O)COC1OCCCC1 [3-chloro-2-(tetrahydropyran-2-yloxymethyl)-4-pyridyl]boronic acid